2-(6-bromo-1-oxo-4-spiro[2.3]hexan-5-yloxyphthalazin-2-yl)-N-(5-chloropyrimidin-2-yl)acetamide BrC=1C=C2C(=NN(C(C2=CC1)=O)CC(=O)NC1=NC=C(C=N1)Cl)OC1CC2(CC2)C1